C1(=CC=CC=C1)C=1C=C(C=C(C1)C=1C=NC=CC1)Br 3-phenyl-5-(pyridin-3-yl)bromobenzene